4-methyl-5-(4-methylpiperazin-1-yl)-2-nitroaniline CC1=CC(=C(N)C=C1N1CCN(CC1)C)[N+](=O)[O-]